CC1=NC(=CC2=C1N(C1=CC=C(C=C21)[N+](=O)[O-])C)C=O 1,9-Dimethyl-6-nitro-9H-pyrido[3,4-b]indole-3-carbaldehyde